C(C)C1(C=CC=C1)[Cr]C1C=CC=C1 (ethylcyclopentadienyl)(cyclopentadienyl)chromium